BrCC1=CC=C(C(=O)N2CN(CN(C2)C(C2=CC=C(C=C2)CBr)=O)C(=O)C2=CC=C(C=C2)CBr)C=C1 [3,5-bis[4-(bromomethyl)benzoyl]-1,3,5-triazinan-1-yl]-[4-(bromomethyl)phenyl]methanone